N1=CC=C(C=C1)CN1CCC(CC1)C(=O)O 1-(pyridin-4-ylmethyl)piperidine-4-carboxylic acid